N-(2-isopropenylphenyl)-2-thienylformamide C(=C)(C)C1=C(C=CC=C1)N(C=O)C=1SC=CC1